BrC1=NC(=CC(=N1)Br)C1=CC=CC=C1 2,4-dibromo-6-phenylpyrimidine